BrC1=C(C(=CC(=C1)OCOC)Cl)CBr 1-bromo-2-(bromomethyl)-3-chloro-5-(methoxymethoxy)benzene